cerium 3,4-dihydroxyphenylalanine OC=1C=C(C[C@H](N)C(=O)O)C=CC1O.[Ce]